3-propionylamino-N,N-diethylaniline C(CC)(=O)NC=1C=C(N(CC)CC)C=CC1